C(C#CC)N1CCC(CC1)C1=C2N(N=C1)C(=C(N2C)C2=CC=C(C=C2)OC2=CC=CC=C2)C(=O)N 7-(1-(but-2-ynyl)piperidin-4-yl)-1-methyl-2-(4-phenoxyphenyl)-1H-imidazo[1,2-b]Pyrazole-3-carboxamide